5-(3,3-Diphenylpropyl)-4-(piperidin-4-yl)-1H-pyrazol-1-ol hydrochloride HCl Cl.Cl.C1(=CC=CC=C1)C(CCC1=C(C=NN1O)C1CCNCC1)C1=CC=CC=C1